Cl.Cl.Cl.C[C@H]1NC[C@@H](N(C1)CC(=O)N1CC(C2=CC=CC=C12)C(=O)N)CN1[C@@H](COCC1)C 1-[2-[(2R,5R)-5-methyl-2-[[(3R)-3-methylmorpholin-4-yl]methyl]piperazin-1-yl]acetyl]indoline-3-carboxamide trihydrochloride